CC1(N(CCOC1)C(=O)C1=NN(C=2C3=C(CCC12)C=C(C(=C3)C=3C=C(C=NC3)C(=O)N)OC)CCC)C 5-[3-(3,3-dimethylmorpholine-4-carbonyl)-7-methoxy-1-propyl-4,5-dihydrobenzo[g]indazol-8-yl]pyridine-3-carboxamide